C1NCC2=CC(=CC=C12)C=1C=C(C(N(C1)C)=O)C 5-(2,3-dihydro-1H-isoindol-5-yl)-1,3-dimethyl-1H-pyridin-2-one